ClC1=CC=C(CN2N=C3C4=C(CCC3=C2)OC(=C4C)C(=O)NCC4=CC=NN4C)C=C1 2-(4-chlorobenzyl)-8-methyl-N-[(1-methyl-1H-pyrazol-5-yl)methyl]-4,5-dihydro-2H-furo[2,3-g]indazole-7-carboxamide